methylEthyl ketone CC(=O)CC